(S)-7-(1-methoxyethyl)-2-methylthiazolo[5,4-b]pyridine-6-carboxylic acid CO[C@@H](C)C1=C2C(=NC=C1C(=O)O)SC(=N2)C